C(C)N Ethan-1-amine